[Si](C1=CC=CC=C1)(C1=CC=CC=C1)(C(C)(C)C)OC[C@@H](CSC=1C(=C(C=C2C(=NC(=NC12)O)O)C(F)(F)F)Cl)NC(OCC1=CC=CC=C1)=O (S)-benzyl (1-((tert-butyldiphenylsilyl)oxy)-3-((7-chloro-2,4-dihydroxy-6-(trifluoromethyl)quinazolin-8-yl)thio)propan-2-yl)carbamate